4,4-di-tert-butyl-2,2'-bipyridyl C(C)(C)(C)C1(CC(=NC=C1)C1=NC=CC=C1)C(C)(C)C